[SiH3]O siloxane hydride